[(5S,7S)-7-Fluoro-5-phenyl-6,7-dihydro-5H-pyrrolo[1,2-b][1,2,4]triazol-2-yl]-[(1R,2R)-2-methylcyclopropyl]methanon F[C@H]1C[C@H](N2N=C(N=C21)C(=O)[C@H]2[C@@H](C2)C)C2=CC=CC=C2